ClC1=NC=C(C=N1)C(=O)NC=1C(=NC=CC1C1=C(C=CC(=C1)F)F)N1C[C@H](CC1)F (S)-2-chloro-N-(4-(2,5-difluorophenyl)-2-(3-fluoropyrrolidin-1-yl)-pyridin-3-yl)pyrimidine-5-carboxamide